N1(CCCCC1)S(=O)(=O)N1C=C(C2=CC=CC=C12)C=O 1-(piperidin-1-ylsulfonyl)-1H-indole-3-carbaldehyde